FC=1C=C(OC2=CC(=NC=C2)N2N=NC3=C2CCCC3NC(C)=O)C=C(C1)C(F)(F)F N-(1-(4-(3-fluoro-5-(trifluoromethyl)phenoxy)pyridin-2-yl)-4,5,6,7-tetrahydro-1H-benzo[d][1,2,3]triazol-4-yl)acetamide